BrC1=C(C=CC(=C1)C(=O)N1CCCC1)C1=CC(=C(C=C1)OC)O 1-(2-bromo-3'-hydroxy-4'-methoxy-[1,1'-biphenyl]-4-carbonyl)pyrrolidine